COS(=O)(=O)CC1CC(C1)OC ((1s,3s)-3-methoxycyclobutyl)methanesulfonic acid methyl ester